C(C)(C)C1=CC=C(N1)C(=O)N1C[C@H](CC1)C(=O)NC1=CC(=C(C(=C1)F)F)F (S)-1-(5-isopropyl-1H-pyrrole-2-carbonyl)-N-(3,4,5-trifluorophenyl)pyrrolidine-3-carboxamide